methyl-4-(3-chloro-2-(1-methyl-1H-pyrazol-4-yl)phenyl)-3-methyl-2-methylene-4-(methylsulfonamido)butanoate COC(C(C(C(NS(=O)(=O)C)C1=C(C(=CC=C1)Cl)C=1C=NN(C1)C)C)=C)=O